Methyl 2-((4-(2-((4-chloro-2-fluorobenzofuran-7-yl)methoxy)-5-fluoropyrimidin-4-yl)cyclohex-3-en-1-yl)methyl)-1-(((S)-oxetan-2-yl)methyl)-1H-benzo[d]imidazole-6-carboxylate ClC1=CC=C(C2=C1C=C(O2)F)COC2=NC=C(C(=N2)C2=CCC(CC2)CC2=NC1=C(N2C[C@H]2OCC2)C=C(C=C1)C(=O)OC)F